4-(tert-butyl)benzyl mercaptan C(C)(C)(C)C1=CC=C(CS)C=C1